The molecule is the delta-lactam obtained by formal oxidation at the 2-position of sparteine. The major alkaloid from the seeds of Lupinus exaltatus, L. mexicanus and L. rotundiflorus, it is among the most important of the tetracyclic quinolizidine alkaloids. It is a quinolizidine alkaloid, a tertiary amine and a delta-lactam. It is a conjugate base of a lupanine(1+). It derives from a hydride of a sparteine. C1CCN2C[C@@H]3C[C@H]([C@@H]2C1)CN4[C@@H]3CCCC4=O